2'-chloro-N-(5-((2,2-difluorocyclobutyl)methoxy)-1,3,4-thiadiazol-2-yl)-5'-methoxy-6-methyl-(4,4'-bipyridine)-3-carboxamide ClC1=NC=C(C(=C1)C1=C(C=NC(=C1)C)C(=O)NC=1SC(=NN1)OCC1C(CC1)(F)F)OC